tert-butyl (3S)-3-[4-(3,4-dichloro-2-fluoro-anilino)quinazolin-6-yl]piperidine-1-carboxylate ClC=1C(=C(NC2=NC=NC3=CC=C(C=C23)[C@H]2CN(CCC2)C(=O)OC(C)(C)C)C=CC1Cl)F